(3-(but-3-yn-1-yloxy)phenyl)methanol C(CC#C)OC=1C=C(C=CC1)CO